rac-tert-butyl ((1R,5S)-5-((2-amino-5-(1-((2-(trimethylsilyl)ethoxy)methyl)-1H-1,2,4-triazol-3-yl)phenyl)amino)-3,3-difluorocyclohexyl)carbamate NC1=C(C=C(C=C1)C1=NN(C=N1)COCC[Si](C)(C)C)N[C@@H]1CC(C[C@@H](C1)NC(OC(C)(C)C)=O)(F)F |r|